(S)-1-phenyl-1-benzyl-3-(3-trifluoromethanesulfonyl-pyridin-2-yl)propadiene C1(=CC=CC=C1)C(=C=CC1=NC=CC=C1S(=O)(=O)C(F)(F)F)CC1=CC=CC=C1